3-[4-(5,5-Difluoro-2,7-diazaspiro[3.5]nonan-2-yl)-3-methyl-2-oxo-benzimidazol-1-yl]piperidine-2,6-dione FC1(C2(CN(C2)C2=CC=CC=3N(C(N(C32)C)=O)C3C(NC(CC3)=O)=O)CCNC1)F